tert-butyl (S)-3-methyl-4-(1H-pyrazolo[3,4-d]pyrimidin-4-yl)piperazine-1-carboxylate C[C@H]1CN(CCN1C1=C2C(=NC=N1)NN=C2)C(=O)OC(C)(C)C